ethyl (3-chlorophenyl)glycinate ClC=1C=C(C=CC1)NCC(=O)OCC